[Na].BrC bromomethane sodium